cobalt nickel zinc titanium aluminum oxide [O-2].[Al+3].[Ti+4].[Zn+2].[Ni+2].[Co+2]